1-methyl-1H-pyrazolo[3,4-d]pyrimidine-4-thiol CN1N=CC=2C1=NC=NC2S